4-nitrophenyl acetate sodium phosphate P(=O)([O-])([O-])[O-].[Na+].C(C)(=O)OC1=CC=C(C=C1)[N+](=O)[O-].[Na+].[Na+]